CN[C@@H]1C=C[C@@H](C1)NC(OC(C)(C)C)=O tert-butyl [(1R,4S)-4-(methylamino)cyclopent-2-en-1-yl]carbamate